C(CCCCCCC(C)C)OC(C(C)(C)C)=O Neopentanoic acid isodecylester